BrC1=C(C(=NN1C1=NN(C=C1C)C)OCCCO[Si](C)(C)C(C)(C)C)[N+](=O)[O-] 5-bromo-3-(3-((tert-butyldimethylsilyl)oxy)propoxy)-1',4'-dimethyl-4-nitro-1'H-1,3'-bipyrazole